C1=NC=NC=2C3=CC=CC=C3CC12 2,4-diazafluorene